6-(6-Azaspiro[2.5]octane-6-yl)quinoline-5-carboxamide C1CC12CCN(CC2)C2=C(C=1C=CC=NC1C=C2)C(=O)N